C(C)(=O)N[C@H](C(=O)N[C@H](C(=O)O)CCC(C)(C)C)CC1=CC=C(C=C1)F (2S)-2-[(2S)-2-acetamido-3-(4-fluorophenyl)propionylamino]-5,5-dimethylhexanoic acid